C1=CNC(=O)N=C1 Pyrimidone